C(C)(C)(C)[C@@H]1CC=2C=C3C(=NC2CC1)SC(=N3)C(=O)N[C@H](CC[NH+]3CCC(CC3)O)C3=CC=C(C=C3)C=3C=NNC3 |r| rac-(7S)-7-tert-butyl-N-[rac-(1R)-3-(4-hydroxypiperidin-1-ium-1-yl)-1-[4-(1H-pyrazol-4-yl)phenyl]propyl]-5,6,7,8-tetrahydrothiazolo[5,4-b]quinoline-2-carboxamide